C(C(C)C)N1C=C(C2=CC(=CC=C12)C1=NC=CC(=N1)OC)C#N 1-isobutyl-5-(4-methoxypyrimidin-2-yl)-1H-indole-3-carbonitrile